ClC1=CC=C(C(=N1)C)B(O)O (6-chloro-2-methylpyridin-3-yl)boronic acid